C1(CCCC1)[C@@H](CC#N)N1N=CC(=C1)C=1C2=C(N=CN1)N(C=C2)COCC[Si](C)(C)C |r| rac-3-cyclopentyl-3-[4-(7-{[2-(trimethylsilyl)ethoxy]methyl}-7H-pyrrolo[2,3-d]pyrimidin-4-yl)-1H-pyrazol-1-yl]propionitrile